4-methylnicotinonitrile CC1=CC=NC=C1C#N